O[C@H]1[C@@](COC1)(C)N1C[C@@H](N(CC1)C=1C=C2C=C(N=CC2=CC1C)NC(=O)[C@H]1CC12CCOCC2)C (S)-N-(6-((2S)-4-(4-(3S,4S)-hydroxy-3-methyltetrahydrofuran-3-yl)-2-methylpiperazin-1-yl)-7-methylisoquinolin-3-yl)-6-oxaspiro[2.5]octane-1-carboxamide